1-(1H-imidazole-1-carbonyl)spiro[azepan-4,4'-pyrido[2,3-d][1,3]oxazine]-2'(1'H)-one N1(C=NC=C1)C(=O)N1CCC2(C3=C(NC(O2)=O)N=CC=C3)CCC1